O[C@@H]1C[C@H](N2C1=NN(C2=O)C2CC(C2)C2=CC=CC=C2)C2=NC=CN=C2 (5S,7R)-7-hydroxy-2-((1r,3R)-3-phenylcyclobutyl)-5-(pyrazin-2-yl)-2,5,6,7-tetrahydro-3H-pyrrolo[2,1-c][1,2,4]triazol-3-one